CN(C(=O)C1=CC=C(C=C1)C1=NC(=NC=C1)NC1CC2(CC(C2)OC2=C(C(=O)N)C=CC=N2)C1)C 2-(((2S,4s,6S)-6-((4-(4-(dimethylcarbamoyl)phenyl)pyrimidin-2-yl)amino)spiro[3.3]heptan-2-yl)oxy)nicotinamide